3-[(1R)-1-[3,6-Dimethyl-2-(1-methylpyrazol-4-yl)-4-oxo-chromen-8-yl]ethoxy]-6-methyl-pyridine-2-sulfonamide CC1=C(OC2=C(C=C(C=C2C1=O)C)[C@@H](C)OC=1C(=NC(=CC1)C)S(=O)(=O)N)C=1C=NN(C1)C